1-(9-methyl-1,3,5,6,7,8-hexahydro-pyrrolo[3,4-b][1,7]naphthyridin-2-yl)-ethanone CC1=C2C(=NC=3CNCCC13)CN(C2)C(C)=O